BrC1=CC2=C(C(N(C2)C2C(NC(CC2)=O)=O)=O)S1 3-(2-Bromo-6-oxo-4,6-dihydro-5H-thieno[2,3-c]pyrrol-5-yl)piperidine-2,6-dione